FC1(C(N(C2=C(O1)C=C(C(=C2)C2=C(C(=C(C(=C2F)F)F)F)F)F)CC(=O)N2[C@@H](CCC2)C(=O)O)=O)F (2-(2,2,7-trifluoro-3-oxo-6-(perfluorophenyl)-2,3-dihydro-4H-benzo[b][1,4]oxazin-4-yl)acetyl)-(Z)-proline